C(C)N1CCC2(C[C@@H]2C(=O)N[C@@H](CCCCCC(CC)=O)C=2NC(=CN2)C=2C(NC(=CC2)C2=CC=CC=C2)=O)CC1 (S)-6-ethyl-N-((S)-7-oxo-1-(5-(2-oxo-6-phenyl-1,2-dihydropyridin-3-yl)-1H-imidazol-2-yl)nonyl)-6-azaspiro[2.5]octane-1-carboxamide